(2R,4R)-N-((S)-1-(((1H-pyrrolo[3,2-c]pyridin-2-yl)methyl)amino)-1-oxopropan-2-yl)-4-phenylpyrrolidine-2-carboxamide di-trifluoroacetate FC(C(=O)O)(F)F.FC(C(=O)O)(F)F.N1C(=CC=2C=NC=CC21)CNC([C@H](C)NC(=O)[C@@H]2NC[C@H](C2)C2=CC=CC=C2)=O